CC=1C(=C(C=C(C1)C)O)C1=CC2=C(N=N1)C(=CS2)C2CN(CCC2)C 3,5-dimethyl-2-[7-(1-methyl-3-piperidyl)thieno[3,2-c]pyridazin-3-yl]phenol